C(\C=C\C(=O)OCCC)(=O)OCCC dipropyl (E)-but-2-enedioate